1-ethyl-5-(1H-imidazol-4-yl)-3-(trifluoromethyl)-1H-pyrazole C(C)N1N=C(C=C1C=1N=CNC1)C(F)(F)F